ClC1=CN=C(S1)N 5-chloro-1,3-thiazol-2-amine